2-(Piperidin-4-oxy)pyridine N1CCC(CC1)OC1=NC=CC=C1